ClC1=CC(=C2C(=N1)C=C(O2)[C@H]2[C@H](CCCC2)N2C(C1=CC=CC=C1C2=O)=O)Cl ((1S,2R)-2-(5,7-dichlorofuro[3,2-b]pyridin-2-yl)cyclohexyl)isoindoline-1,3-dione